NC12CC3(CC(CC(C1)C3)(C2)C)C 1-amino-3,5-dimethyladamantane